3-morpholinpropylamine N1C(COCC1)CCCN